FC1=C(C(=C2C=CN(C2=C1F)S(=O)(=O)C1=CC=C(C=C1)C)SC)OC=1C=CC(=C(C(=O)N)C1)F 5-[6,7-difluoro-4-methylsulfanyl-1-(p-tolylsulfonyl)indol-5-yl]oxy-2-fluoro-benzamide